C(CC)(=O)OC=1C(=NC=CC1)C 2-Methylpyridin-3-yl propionate